BrC=1C=CC=2N(C1)C(=CN2)C2=CC=C(C=C2)OC(F)(F)F 6-bromo-3-(4-(trifluoromethoxy)phenyl)imidazo[1,2-a]pyridine